isoquinolino[3,2-a]isoquinoline C1=CC=CC2=CCN3C(=C12)C=C1C=CC=CC1=C3